FC1=C(C(=CC=C1)F)C1=CC(=C(N=N1)C(=O)OC)NC1=CC=C(C=C1)CO Methyl 6-(2,6-difluorophenyl)-4-((4-(hydroxymethyl)phenyl)amino)pyridazine-3-carboxylate